NC1=C(C(=O)O)C=C(C=C1)C(=O)N1CCC(CC1)C1=CC2=C(N(C(N2C)=O)C2C(NC(CC2)=O)=O)C=C1 2-amino-5-(4-(1-(2,6-dioxopiperidin-3-yl)-3-methyl-2-oxo-2,3-dihydro-1H-benzo[d]imidazol-5-yl)piperidine-1-carbonyl)benzoic acid